C1(CCCCC1)N[C@H](CC1CCCCC1)C(=O)N1[C@@H](CN(CC1)C(=O)OC1=C(C(=CC=C1)C)Cl)C(NCC=1SC=CC1)=O 2-chloro-3-methylphenyl (3S)-4-(N,3-dicyclohexyl-D-alanyl)-3-[(thiophen-2-ylmethyl)carbamoyl]piperazine-1-carboxylate